C(C)(C)(C)OC(=O)N1CC(C2=CC=CC=C12)(C(=O)O)C 3-methyl-1H-indole-1,3-dicarboxylic acid-1-tert-butyl ester